CN1CCN(CC1)CCCC1=C(NC(=C1C(=O)N)C1=C(C=CC=C1)[N+](=O)[O-])C1=CC=C(C=C1)C(F)(F)F (3-(4-methylpiperazin-1-yl)propyl)-5-(2-nitrophenyl)-2-(4-(trifluoromethyl)phenyl)Azole-4-carboxamide